5-bromo-2-Chloropyridine BrC=1C=CC(=NC1)Cl